C(C)(C)(C)OC(=O)NC1CC2(CC(C2)N[C@@H](COC2=NC(=NC(=C2C)C2=C(C=CC=C2C)C)NS(=O)(=O)C=2C=C(C(=O)O)C=CC2)C)C1 3-({4-[(2R)-2-[(6-{[(tert-Butoxy)carbonyl]amino}spiro[3.3]heptan-2-yl)amino]propoxy]-6-(2,6-dimethylphenyl)-5-methylpyrimidin-2-yl}sulfamoyl)benzoic acid